ClC=1C=C(C=CC1C(F)(F)F)N1C(N(C2(C1=O)CCNCC2)CC)=O 3-[3-chloro-4-(trifluoromethyl)phenyl]-1-ethyl-1,3,8-triazaspiro[4.5]decane-2,4-dione